Sodium 1,4-dioxo-1,4-bis((6-oxoheptyl)oxy)butane O=C(CCC(OCCCCCC(C)=O)=O)OCCCCCC(C)=O.[Na]